3-(4-chlorophenyl)-3-hydroxyazetidine-1-carboxylic acid tert-butyl ester C(C)(C)(C)OC(=O)N1CC(C1)(O)C1=CC=C(C=C1)Cl